C(C)OC(=O)C=1C=2N(C=CC1)C(=NC2Br)C2=CC(=CC(=C2)F)F 1-bromo-3-(3,5-difluorophenyl)imidazo[1,5-a]pyridine-8-carboxylic acid ethyl ester